C1(CCCCC1)N/C=C/C(=O)C1=CC=CC=C1 (E)-3-(cyclohexylamino)-1-phenylpropan-2-en-1-one